COC1CC=CCC1 4-Methoxycyclohex-1-ene